5-Chloropyridin-3-yl 3-[4-(4-chloro-3-fluorophenyl)-1H-1,2,3-triazol-1-yl]-3-deoxy-2-O-methyl-1-thio-α-D-galactopyranoside ClC1=C(C=C(C=C1)C=1N=NN(C1)[C@@H]1[C@H]([C@@H](SC=2C=NC=C(C2)Cl)O[C@@H]([C@@H]1O)CO)OC)F